N-[5-(2,6-difluoro-4-methoxyphenyl)-1-methyl-3-oxo-2-(6-phenylpyridin-2-yl)-2,3-dihydro-1H-pyrazol-4-yl]-4-(trifluoromethoxy)benzamide FC1=C(C(=CC(=C1)OC)F)C1=C(C(N(N1C)C1=NC(=CC=C1)C1=CC=CC=C1)=O)NC(C1=CC=C(C=C1)OC(F)(F)F)=O